FC1CC(N(C1)C(CN1C=NNC1=O)=O)C(=O)NC(C1=NC=C(C=C1)C(C)C)C1=CC=CC=C1 4-fluoro-1-[2-(5-oxo-4,5-dihydro-1H-1,2,4-triazol-4-yl)acetyl]-N-{phenyl[5-(propan-2-yl)pyridin-2-yl]methyl}pyrrolidine-2-carboxamide